6,8-dihydro-5H-[1,2,4]triazolo[4,3-a]pyrazine N=1N=CN2C1CNCC2